5-(2-isopropylphenyl)-1-methyl-3-(4-(1-methyl-4-(trifluoromethyl)-1H-imidazol-2-yl)benzyl)-1H-pyrazolo[4,3-d]pyrimidine C(C)(C)C1=C(C=CC=C1)C=1N=CC2=C(N1)C(=NN2C)CC2=CC=C(C=C2)C=2N(C=C(N2)C(F)(F)F)C